N-(2-(benzyloxy)ethyl)-N-(2-hydroxyethyl)glycine benzyl ester C(C1=CC=CC=C1)OC(CN(CCO)CCOCC1=CC=CC=C1)=O